(3aS,4R,6aR)-5-(benzyloxycarbonyl)-4-(4-boronobutyl)-1-(tert-butoxycarbonyl)octahydropyrrolo[3,4-b]pyrrole-4-carboxylic acid C(C1=CC=CC=C1)OC(=O)N1C[C@@H]2N(CC[C@@H]2[C@@]1(C(=O)O)CCCCB(O)O)C(=O)OC(C)(C)C